O=C1NC2(C(N1)=O)CN(CC2)C2=C(C=C1C(C(=CN(C1=N2)C2=C(C=C(C=C2F)F)F)C(=O)NC(C)C(C(F)(F)F)(F)F)=O)F 7-(2,4-dioxo-1,3,7-triazaspiro[4.4]non-7-yl)-6-fluoro-4-oxo-N-[3,3,4,4,4-pentafluorobut-2-yl]-1-(2,4,6-trifluorophenyl)-1,4-dihydro-1,8-naphthyridine-3-carboxamide